Cl.N[C@@H](CO)C(F)(F)F (S)-2-amino-3,3,3-trifluoropropan-1-ol hydrochloride